(E)-3-penten-1-ol C(C\C=C\C)O